ClCCN1N=C(C=2C(C1=O)=CC(N(C2)C2CC2)=O)N[C@H](C)C2=C(C(=CC=C2)C(F)(F)F)C (R)-2-(2-chloroethyl)-6-cyclopropyl-4-((1-(2-methyl-3-(trifluoromethyl)phenyl)ethyl)amino)-2,6-dihydropyrido[3,4-d]pyridazine-1,7-dione